N,N'-bis[3-(trimethoxysilyl)propyl]-ethylenediamine CO[Si](CCCNCCNCCC[Si](OC)(OC)OC)(OC)OC